CC(C#N)(C)C=1OC(=NN1)C1=CC2=C(C(CC(C(N2CC2=CC=C(C=C2)C2=NC=C(C=C2)C(F)F)=O)N)(F)F)C=C1F 2-methyl-2-[5-[3-amino-1-[[4-[5-(difluoromethyl)-2-pyridyl]phenyl]methyl]-5,5,7-trifluoro-2-oxo-3,4-dihydro-1-benzazepin-8-yl]-1,3,4-oxadiazol-2-yl]propanenitrile